CC1=CC=CC(=N1)C1=C(N=NN1)C1=NC2=CC(=CN=C2C=C1)N1CCNCC1 2-[5-(6-methyl-2-pyridyl)-1H-triazol-4-yl]-7-piperazin-1-yl-1,5-naphthyridine